ClC1=CC=C(C=N1)CN1C=CC=C2C1=NC(N(C2=O)C2=CC=C(C=C2)F)=O 8-((6-chloropyridin-3-yl)methyl)-3-(4-fluorophenyl)pyrido[2,3-d]pyrimidine-2,4(3H,8H)-dione